2-methylethyl 2-methylpropanoate CC(C(=O)OCCC)C